6-(2-amino-5-(4-(4-methylpiperazin-1-yl)-3-(trifluoromethyl)phenyl)pyridin-3-yl)-3,4-dihydroisoquinolin-1(2H)-one NC1=NC=C(C=C1C=1C=C2CCNC(C2=CC1)=O)C1=CC(=C(C=C1)N1CCN(CC1)C)C(F)(F)F